N-methyl-5-(methyl(1-((3-methyl-2-oxo-4-thioxo-1,2,3,4-tetrahydroquinazolin-7-yl)methyl)pyrrolidin-3-yl)amino)picolinamide CNC(C1=NC=C(C=C1)N(C1CN(CC1)CC1=CC=C2C(N(C(NC2=C1)=O)C)=S)C)=O